(N-[4-Amino-5-(2-Fluoro-4-methoxybenzoyl)thiazol-2-yl]-4-fluoroanilino)propanamid NC=1N=C(SC1C(C1=C(C=C(C=C1)OC)F)=O)N(C1=CC=C(C=C1)F)C(C(=O)N)C